C[C@H]1CNC[C@@H]2[C@H]1OCC(N2)=O |o1:1,5,6| rel-(4aR,8S,8aS)-8-methylhexahydro-2H-pyrido[4,3-b][1,4]Oxazin-3(4H)-one